Methyl 4-[3-[2,6-dichloro-4-(3-methoxyazetidin-1-yl)benzoyl]-6-hydroxy-2,4-dihydro-1,3-benzoxazin-8-yl]-5-fluoro-2-(3-oxa-8-azabicyclo[3.2.1]octan-8-yl)benzoate ClC1=C(C(=O)N2COC3=C(C2)C=C(C=C3C3=CC(=C(C(=O)OC)C=C3F)N3C2COCC3CC2)O)C(=CC(=C1)N1CC(C1)OC)Cl